6-(Cyclopropanecarboxamido)-4-((1-cyclopropyl-7-methoxy-1H-pyrazolo[4,3-c]pyridin-6-yl)amino)-N-(methyl-d3)nicotinamide C1(CC1)C(=O)NC1=NC=C(C(=O)NC([2H])([2H])[2H])C(=C1)NC1=C(C2=C(C=N1)C=NN2C2CC2)OC